The molecule is a cyclooctadepsipeptide consisting of D-lactoyl, N-methyl-L-leucyl, 3-[4-(4-morpholinyl)phenyl]-D-lactoyl, N-methyl-L-leucyl, D-lactoyl, N-methyl-L-leucyl, 3-[4-(4-morpholinyl)phenyl]-D-lactoyl, and N-methyl-L-leucyl residues joined in sequence to give a 24-membered macrocycle. An anthelmintic, it is used with praziquantel for the treatment and control of hookworm, roundworm and tapeworm infections in cats. It has a role as an antinematodal drug. It is a semisynthetic derivative and a cyclooctadepsipeptide. C[C@@H]1C(=O)N([C@H](C(=O)O[C@@H](C(=O)N([C@H](C(=O)O[C@@H](C(=O)N([C@H](C(=O)O[C@@H](C(=O)N([C@H](C(=O)O1)CC(C)C)C)CC2=CC=C(C=C2)N3CCOCC3)CC(C)C)C)C)CC(C)C)C)CC4=CC=C(C=C4)N5CCOCC5)CC(C)C)C